cyclooctynene C1#CC=CCCCC1